(R)-10-methyl-3-(5-(methyl-d3)-2-vinylpyridin-4-yl)-9,10,11,12-tetrahydro-8H-[1,4]diazepino[5',6':4,5]thieno[3,2-f]quinolin-8-one C[C@H]1NC(C2=C(C=3C=4C=CC(=NC4C=CC3S2)C2=CC(=NC=C2C([2H])([2H])[2H])C=C)NC1)=O